CC=1C(=NC=C(C1)C)S(=O)(=O)N1[C@H]2CC(C[C@@H]1CC2)N2CCC(CC2)C (1r,3s,5s)-8-((3,5-dimethylpyridin-2-yl)sulfonyl)-3-(4-methylpiperidin-1-yl)-8-azabicyclo[3.2.1]octane